C(C=C)(=O)N1CCN(CC1)C1=NC=NC2=CC(=C(C=C12)Cl)C=1C=C(C=CC1F)C1(CC1)C#N 1-(3-(4-(4-acryloyl-piperazin-1-yl)-6-chloro-quinazolin-7-yl)-4-fluorophenyl)cyclopropane-carbonitrile